2-(2,6-dioxo-3-piperidyl)-5-(2-hydroxyethyl-((4-methoxyphenyl)methyl)amino)isoindoline-1,3-dione O=C1NC(CCC1N1C(C2=CC=C(C=C2C1=O)N(CC1=CC=C(C=C1)OC)CCO)=O)=O